C1(CCCCC1)N1C(CCC2=C1N=C(N=C2)NC2=C(C=C(C=C2)N2CCN(CC2)C)OC)=O 8-Cyclohexyl-2-((2-methoxy-4-(4-methylpiperazin-1-yl)phenyl)amino)-5,8-dihydropyrido[2,3-d]Pyrimidine-7(6H)-one